FC=1C=CC(=NC1)C1=NN2C(COC(C2([2H])[2H])(C)C)=C1 2-(5-fluoropyridin-2-yl)-6,6-dimethyl-6,7-dihydro-4H-pyrazolo[5,1-c][1,4]oxazine-7,7-d2